(E)-1-(7-((4-(prop-1-en-1-ylsulfonyl)phenyl)amino)-2,6-naphthyridin-1-yl)piperidine-4-carbonitrile C(=C\C)/S(=O)(=O)C1=CC=C(C=C1)NC1=NC=C2C=CN=C(C2=C1)N1CCC(CC1)C#N